C(C1=CC=CC=C1)OC1[C@H](NC(CCC)=O)[C@@H](OCC2=CC=CC=C2)[C@H](O)[C@H](O1)CO 1,3-di-O-benzyl-N-butyryl-glucosamine